1,6-bis(morpholin-4-yl)hexane-1,6-dione N1(CCOCC1)C(CCCCC(=O)N1CCOCC1)=O